C1(CC1)OC=1C=C(C=CC1OC(F)F)[C@H](CC=1C=CC(=NC1)OC1OC(C(C(C1O)O)O)CO)C=1C=NC(=CC1)C(C)(C)O 2-((5-((S)-2-(3-cyclopropoxy-4-(difluoromethoxy)phenyl)-2-(6-(2-hydroxypropan-2-yl)pyridin-3-yl)ethyl)pyridin-2-yl)oxy)-6-(hydroxymethyl)tetrahydro-2H-pyran-3,4,5-triol